FCC=1C=C2C=C(C=NC2=C(C1)B1OC(C(O1)(C)C)(C)C)OC 6-(fluoromethyl)-3-methoxy-8-(4,4,5,5-tetramethyl-1,3,2-dioxaborolan-2-yl)quinoline